4-(5-phenylthiazol-2-yl)naphthalene C1(=CC=CC=C1)C1=CN=C(S1)C1=CC=CC2=CC=CC=C12